4-iodo-6-methoxy-2,3-dihydro-1H-pyrrolo[2,3-b]pyridine IC1=C2C(=NC(=C1)OC)NCC2